ClC1=C(C=CC=C1NC=1N=CC=C2C=C(C=NC12)CN1CCC1)C1=C(C(=CC=C1)NC(=O)C=1C(N(C=C(C1)CNCC(C)(C)O)C)=O)Cl 1-((8-(2,2'-Dichloro-3'-(5-((2-hydroxy-2-methylpropylamino)methyl)-1-methyl-2-oxo-1,2-dihydropyridin-3-carboxamido)biphenyl-3-ylamino)-1,7-naphthyridin-3-yl)methyl)azetidin